2-(2,6-dioxopiperidin-3-yl)-5-((3-(cis-3-(4-(7-(tetrahydro-2H-pyran-4-yl)quinoxalin-2-yl)-1H-pyrazol-1-yl)cyclobutyl)propyl)amino)isoindoline-1,3-dione O=C1NC(CCC1N1C(C2=CC=C(C=C2C1=O)NCCC[C@@H]1C[C@@H](C1)N1N=CC(=C1)C1=NC2=CC(=CC=C2N=C1)C1CCOCC1)=O)=O